C[Si](\C(=C/CC)\CCC)(C)C trimethyl-[(1Z)-1-propyl-1-butenyl]silane